C(CCCCC)C(C(=O)OCCCCCCN(CCCCO)CCCCCCOC(C(CCCCCCCC)CCCCCC)=O)CCCCCCCC 6-[N-6-(2-hexyldecanoyloxy) hexyl-N-(4-hydroxybutyl)amino]hexyl 2-hexyldecanoate